BrC=1C=C2C(N(C(C2=CC1)=O)CCNC1=NC=CC2=CC=C(C=C12)C1=NOC(=N1)C)=O 5-Bromo-2-[2-[[7-(5-methyl-1,2,4-oxadiazol-3-yl)-1-isoquinolyl]amino]ethyl]isoindoline-1,3-dione